COC=1C2=C(N=C(N1)C=1CN(CC1)C(=O)OC(C)(C)C)N(C=C2C(F)(F)F)COCC[Si](C)(C)C tert-butyl 3-(4-methoxy-5-(trifluoromethyl)-7-((2-(trimethylsilyl) ethoxy) methyl)-7H-pyrrolo[2,3-d]pyrimidin-2-yl)-2,5-dihydro-1H-pyrrole-1-carboxylate